tert-butyl (3S,4S)-4-[(3S)-3-(5-cyano-3-pyridyl)isoxazolidine-2-carbonyl]-3-fluoro-piperidine-1-carboxylate C(#N)C=1C=C(C=NC1)[C@H]1N(OCC1)C(=O)[C@H]1[C@@H](CN(CC1)C(=O)OC(C)(C)C)F